NCCCCC(=O)O 5-AminoPentanoic Acid